3-(3-bromo-4-methoxyphenyl)azetidine TFA salt OC(=O)C(F)(F)F.BrC=1C=C(C=CC1OC)C1CNC1